dodecyl-β-(3,5-di-t-butyl-4-hydroxyphenyl)propionate C(CCCCCCCCCCC)OC(CCC1=CC(=C(C(=C1)C(C)(C)C)O)C(C)(C)C)=O